bis(p-aminophenyl) terephthalate C(C1=CC=C(C(=O)OC2=CC=C(C=C2)N)C=C1)(=O)OC1=CC=C(C=C1)N